5,5-dimethyl-2-(4-pyridyl)cyclohex-2-en-1-on CC1(CC=C(C(C1)=O)C1=CC=NC=C1)C